Cl.COC1=C(CNC(=N)N)C=CC(=C1)OC 2,4-dimethyloxybenzylguanidine hydrochloride